(S)-N-(3-(3-aminoprop-1-yn-1-yl)-4-methoxyphenyl)-5-(2-(4-(4-chlorophenyl)-2,3,9-trimethyl-6H-thieno[3,2-f][1,2,4]triazolo[4,3-a][1,4]diazepin-6-yl)acetamido)pentanamide NCC#CC=1C=C(C=CC1OC)NC(CCCCNC(C[C@H]1C=2N(C3=C(C(=N1)C1=CC=C(C=C1)Cl)C(=C(S3)C)C)C(=NN2)C)=O)=O